6-chloro-2-ethyl-2H-indazole ClC=1C=CC2=CN(N=C2C1)CC